Dec-9-yn-1-yl methanesulfonate CS(=O)(=O)OCCCCCCCCC#C